1-(iodomethyl)cyclohexane ICC1CCCCC1